BrCC1=CC=CC(=N1)C(C)(C)O 2-(6-(bromomethyl)pyridin-2-yl)propan-2-ol